NC1=C(C(=NN1C1=CC=CC=C1)C1=CC=C(C=C1)Br)C#N 5-amino-3-(4-bromophenyl)-1-phenyl-pyrazole-4-carbonitrile